CN1N=C(C2=CC=CC(=C12)OC1CCN(CC1)C(\C=C\C=1SC=CN1)=O)C1C(NC(CC1)=O)=O (E)-3-(1-Methyl-7-((1-(3-(thiazol-2-yl)acryloyl)piperidin-4-yl)oxy)-1H-indazol-3-yl)piperidine-2,6-dione